1-methyl-N-(2-(naphthalen-1-yl)-1H-pyrrolo[2,3-b]pyridin-6-yl)-1H-1,2,4-triazole-5-carboxamide CN1N=CN=C1C(=O)NC1=CC=C2C(=N1)NC(=C2)C2=CC=CC1=CC=CC=C21